docosyl (Z)-tetradec-9-enoate C(CCCCCCC\C=C/CCCC)(=O)OCCCCCCCCCCCCCCCCCCCCCC